COC=1C=CC(=NC1)COC=1C=C2C(=NC1)OC(=N2)C=2C=CC(N(N2)C)=O 6-{6-[(5-Methoxypyridin-2-yl)methoxy]-[1,3]oxazolo[5,4-b]pyridin-2-yl}-2-methyl-2,3-dihydropyridazin-3-one